2-((3s,4s)-3-aminotetrahydro-2H-pyran-4-yl)-3-bromo-5-chloro-N-(thiophen-2-ylmethyl)thieno[3,2-b]pyridin-7-amine N[C@@H]1COCC[C@@H]1C1=C(C2=NC(=CC(=C2S1)NCC=1SC=CC1)Cl)Br